5-(((tert-butoxycarbonyl)amino)methyl)-2-(8-(2-(methoxycarbonyl)-6-(propylcarbamoyl)pyridin-3-yl)-4,5-dihydrobenzo[b]thieno[2,3-d]oxepine-9-carboxamido)-3-methylbenzoic acid C(C)(C)(C)OC(=O)NCC=1C=C(C(=C(C(=O)O)C1)NC(=O)C1=CC2=C(OCCC3=C2SC=C3)C=C1C=1C(=NC(=CC1)C(NCCC)=O)C(=O)OC)C